COC1=C(N)C=CC=C1C1=NN(C=N1)C 2-methoxy-3-(1-methyl-1H-1,2,4-triazole-3-yl)aniline